C(#N)C1=CC(=NC=C1)NC1=NC(=CC(=C1)C1CCN(CC1)C(=O)OC(C)(C)C)N1CC(CC1)(F)F tert-Butyl 4-(2-((4-cyanopyridin-2-yl)amino)-6-(3,3-difluoropyrrolidin-1-yl)pyridin-4-yl)piperidine-1-carboxylate